ClC=1C(=C(OC2CCC(CC2)NC(=O)C2=CC=C(N=N2)N2CCC(CC2)C(=O)O)C=CC1C#N)C 1-(6-(((1r,4r)-4-(3-chloro-4-cyano-2-methylphenoxy)cyclohexyl)carbamoyl)pyridazin-3-yl)piperidine-4-carboxylic acid